rac-1-((2R,5S)-5-(4-fluorophenyl)-2-methylpiperazin-1-yl)-2,2-dimethylpropan-1-one FC1=CC=C(C=C1)[C@@H]1NC[C@H](N(C1)C(C(C)(C)C)=O)C |r|